3-[(E)-3-(2-Fluoro-6-morpholin-4-ylphenyl)-3-oxoprop-1-enyl]benzoic acid FC1=C(C(=CC=C1)N1CCOCC1)C(/C=C/C=1C=C(C(=O)O)C=CC1)=O